1-[1-(5-chloro-2-pyridinyl)imidazo[4,5-c]pyridin-2-yl]ethylamine hydrochloride Cl.ClC=1C=CC(=NC1)N1C(=NC=2C=NC=CC21)C(C)N